2-(2,6-bis(benzyloxy)pyridin-3-yl)-5-bromobenzo[d]oxazole C(C1=CC=CC=C1)OC1=NC(=CC=C1C=1OC2=C(N1)C=C(C=C2)Br)OCC2=CC=CC=C2